cis-Hexadec-9-enoic acid C(CCCCCCC\C=C/CCCCCC)(=O)O